(2R)-2-{2-[(2,5-dimethylphenoxy)methyl]Phenyl}-2-methoxy-N-methylacetamide CC1=C(OCC2=C(C=CC=C2)[C@H](C(=O)NC)OC)C=C(C=C1)C